FC1=CC=C(CC2=CC3=C(C=4N=CC=NC24)C(CN3C(CN3[C@H](CN[C@@H](C3)C)CN3[C@@H](COCC3)C)=O)(C)C)C=C1 1-(5-(4-Fluorobenzyl)-9,9-dimethyl-8,9-dihydro-7H-pyrrolo[3,2-f]quinoxalin-7-yl)-2-((2R,5R)-5-methyl-2-(((R)-3-methylmorpholino)methyl)piperazin-1-yl)ethan-1-one